O=C1NC(CCC1N1C(C2=CC=C(C=C2C1=O)N1CCN(CC1)C(=O)C1CCN(CC1)C1=CC=C(C=C1)NC=1N=C(N=NC1C(=O)N)N1CCCCC1)=O)=O 5-((4-(4-(4-(2-(2,6-dioxopiperidin-3-yl)-1,3-dioxoisoindoline-5-yl)piperazine-1-carbonyl)piperidin-1-yl)phenyl)amino)-3-(piperidin-1-yl)-1,2,4-triazine-6-carboxamide